N-[3-(Trimethoxysilyl) propyl] ethylenediamine Cyclopropyl (5-(5,8-difluoro-4-oxo-3,4-dihydrophthalazin-1-yl)-1H-benzimidazol-2-yl)carbamate FC1=C2C(NN=C(C2=C(C=C1)F)C1=CC2=C(NC(=N2)NC(OC2CC2)=O)C=C1)=O.CO[Si](CCCNCCN)(OC)OC